tert-butyl (1-(6-((2-amino-2-oxo-1-phenylethyl)thio)-3,5-dicyano-4-ethylpyridin-2-yl)-4-methylpiperidin-4-yl)carbamate NC(C(C1=CC=CC=C1)SC1=C(C(=C(C(=N1)N1CCC(CC1)(C)NC(OC(C)(C)C)=O)C#N)CC)C#N)=O